CN(C(=O)[C@@H]1CC12CCN(CC2)C(=O)OC(C(F)(F)F)C(F)(F)F)C2=NC=CN=C2 |r| 1,1,1,3,3,3-hexafluoropropan-2-yl (±)-1-(methyl(pyrazin-2-yl)carbamoyl)-6-azaspiro[2.5]octane-6-carboxylate